C(C)(C)(C)OC(=O)N1C[C@H]([C@@H](CC1)OC=1SC2=C(N1)C=CC=C2)OCC |r| (±)-trans-tert-Butyl-4-(benzo[d]thiazol-2-yloxy)-3-ethoxypiperidine-1-carboxylate